FC=1C=C(C=C(C1)F)C=1C(=CC=CC1)C1=CC=CC=C1 3,5-difluoro-1,1':2',1''-terphenyl